C(C1=CC=CC=C1)NC1=C(C=CC=C1)C(=C)C1=CC=CC2=CC3=CC=CC=C3C=C12 N-benzyl-2-(1-(anthryl)vinyl)aniline